N-(3-(dimethylamino)benzyl)-N-(3-methoxybenzyl)-2-(2-morpholinoethoxy)pyridin-4-amine CN(C=1C=C(CN(C2=CC(=NC=C2)OCCN2CCOCC2)CC2=CC(=CC=C2)OC)C=CC1)C